3-amino-N-[(3R)-5-fluoro-7-[(1R)-1-methyl-9-oxa-3,7-diazabicyclo[3.3.1]nonan-3-yl]-3,4-dihydro-2H-1-benzopyran-3-yl]-6-methylthieno[2,3-b]pyridine-2-carboxamide NC1=C(SC2=NC(=CC=C21)C)C(=O)N[C@H]2COC1=C(C2)C(=CC(=C1)N1C[C@]2(CNCC(C1)O2)C)F